(3aS,4R,9bR)-4-(5-bromo-2-methoxyphenyl)-3a,4,5,9b-tetrahydro-3H-cyclopenta[c]quinoline-8-carboxylic acid BrC=1C=CC(=C(C1)[C@@H]1NC=2C=CC(=CC2[C@H]2[C@@H]1CC=C2)C(=O)O)OC